[Na+].[Na+].C1=C(C=CC=2C(C3=CC(=CC=C3C(C12)=O)S(=O)(=O)[O-])=O)S(=O)(=O)[O-] anthraquinone-2,6-disulfonate disodium